C(CC)[C@@H]1CC[C@H](CC1)C(CO)CO 2-(trans-4-n-propyl-cyclohexyl)propane-1,3-diol